(R)-3-(4-fluoro-3-(3-fluorophenoxy)phenyl)isoxazolidine FC1=C(C=C(C=C1)[C@@H]1NOCC1)OC1=CC(=CC=C1)F